(R)-(5-(1H-Imidazol-2-yl)isochroman-1-yl)methanamine hydrochloride salt Cl.N1C(=NC=C1)C1=C2CCO[C@H](C2=CC=C1)CN